3,7-dimethyloctyl stearate C(CCCCCCCCCCCCCCCCC)(=O)OCCC(CCCC(C)C)C